tert-Butyl 3-[[4-[[[4-[[3-(2,3-difluoro-4-methoxy-phenyl)imidazo[1,2-a]pyrazin-8-yl]amino]-2-ethyl-benzoyl]amino]methyl]-1-piperidyl]methyl]pyrrolidine-1-carboxylate FC1=C(C=CC(=C1F)OC)C1=CN=C2N1C=CN=C2NC2=CC(=C(C(=O)NCC1CCN(CC1)CC1CN(CC1)C(=O)OC(C)(C)C)C=C2)CC